CC1CC(CCNC1)=O 6-methyl-4-oxo-1,2,3,4,5,6-hexahydroazepine